1-(4-((5-(4-(((tert-butoxycarbonyl)amino)methyl)-4-methylpiperidin-1-yl)-6-(hydroxymethyl)-3-methylpyrazin-2-yl)thio)-3-chloropyridin-2-yl)piperidine-4-carboxylic acid C(C)(C)(C)OC(=O)NCC1(CCN(CC1)C=1N=C(C(=NC1CO)SC1=C(C(=NC=C1)N1CCC(CC1)C(=O)O)Cl)C)C